N1(CCC1)C1=NN(C2=CC=C(C=C12)N)C1OCCCC1 3-(azetidin-1-yl)-1-(tetrahydro-2H-pyran-2-yl)-1H-indazol-5-amine